O1CCN(CC1)C1=CC=2N(C=C1)N=CC2C(=O)OCC ethyl 5-morpholinopyrazolo[1,5-a]pyridine-3-carboxylate